N-((4-cyanophenyl)(phenyl)methyl)-2-oxo-6-(trifluoromethyl)-1,2-dihydropyridine-3-carboxamide C(#N)C1=CC=C(C=C1)C(NC(=O)C=1C(NC(=CC1)C(F)(F)F)=O)C1=CC=CC=C1